CN1CC2=CC=C(C=C2CC1)C=1C=C2C(=NC1)NC=C2C 2-Methyl-6-(3-methyl-1H-pyrrolo[2,3-b]pyridin-5-yl)-1,2,3,4-tetrahydroisoquinoline